(N-methyl-N-(3-(2-(2-ethylimidazol-1-yl)-acetamido)-4-methoxyphenyl)-amino)coumarin CN(C1=CC(=C(C=C1)OC)NC(CN1C(=NC=C1)CC)=O)C=1C(OC2=CC=CC=C2C1)=O